C(=O)O.C1(CC1)[C@@H]1N(C2=CC(=CC=C2[C@@H]([C@H]1C)NC1=NC(=CC=C1)C)OC)C(C)=O ((2S,3R,4R)-2-cyclopropyl-7-methoxy-3-methyl-4-((6-methyl-pyridin-2-yl)amino)-3,4-dihydroquinolin-1(2H)-yl)ethanone, formic acid salt